CS(=O)(=O)C1=CC=C(C=C1)NC(N)=O 3-(4-methylsulfonylphenyl)urea